tert-butyl (12aR)-9-(2-bromo-6-methoxyphenyl)-8,10-difluoro-3,4,12,12a-tetrahydro-6H-pyrazino[2,1-c][1,4]benzooxazepin-2(1H)-carboxylate BrC1=C(C(=CC=C1)OC)C1=C(C2=C(CN3[C@@H](CO2)CN(CC3)C(=O)OC(C)(C)C)C=C1F)F